1,1,2,2-tetrafluoro-N,N-dimethyl-ethanamine FC(C(F)F)(N(C)C)F